C(C=C)(=O)N1C[C@@H](N(C[C@H]1C)C1=NC(N2C3=C(C(=C(C=C13)Cl)C1=C(C=C(C=C1)F)F)OC[C@H]2CCCN2CCOCC2)=O)C (3R)-7-((2S,5R)-4-acryloyl-2,5-dimethylpiperazin-1-yl)-9-chloro-10-(2,4-difluorophenyl)-3-(3-morpholinopropyl)-2,3-dihydro-5H-[1,4]oxazino[2,3,4-ij]quinazolin-5-one